FC1=C(C=C(C=C1)F)[C@@H]1N(CCC1)C1=NC=2N(C=C1)N=CC2NC(C2=NC(=CC=C2)NC2CCNCC2)=O (R)-N-(5-(2-(2,5-difluorophenyl)pyrrolidin-1-yl)pyrazolo[1,5-a]pyrimidin-3-yl)-6-(piperidin-4-ylamino)picolinamide